4-((1-acryloylindol-6-yl)methoxy)-6-(1-methyl-1H-pyrazol-4-yl)pyrazolo[1,5-a]pyridine-3-carbonitrile C(C=C)(=O)N1C=CC2=CC=C(C=C12)COC=1C=2N(C=C(C1)C=1C=NN(C1)C)N=CC2C#N